7-oxabicyclo[4.1.0]heptan-3-ylmethacrylate C12CC(CCC2O1)OC(C(=C)C)=O